C(=O)C1=CC=C(O1)N(CC(=O)NC)CCC 2-[(5-FORMYLFURAN-2-YL)(PROPYL)AMINO]-N-METHYLACETAMIDE